2-chloro-1,1,3,3-tetrafluoropropene ClC(=C(F)F)C(F)F